FC=1C(=CC(=C(C1)NC(C1=C(C=CC=C1)C)=O)C)S(N[C@H](C)C1CCN(CC1)C)(=O)=O (R)-N-(5-fluoro-2-methyl-4-(N-(1-(1-methylpiperidin-4-yl)ethyl)sulfamoyl)phenyl)-2-methylbenzamide